FC1=CC(=C(OC2=C(C=C(C=C2)C(C)(C)O)C=2C3=C(C(N(C2)C)=O)SC(=C3)C=3OC(=NN3)C)C(=C1)C)C 4-(2-(4-fluoro-2,6-dimethylphenoxy)-5-(2-hydroxypropan-2-yl)phenyl)-6-methyl-2-(5-methyl-1,3,4-oxadiazol-2-yl)thieno[2,3-c]pyridin-7(6H)-one